2-methyl-5-(4,4,5,5-tetramethyl-1,3,2-dioxaborolan-2-yl)oxazole CC=1OC(=CN1)B1OC(C(O1)(C)C)(C)C